8-(2-fluoro-5-(2-morpholinoethoxy)phenyl)-N-(4-(piperazin-1-yl)phenyl)quinazolin-2-amine FC1=C(C=C(C=C1)OCCN1CCOCC1)C=1C=CC=C2C=NC(=NC12)NC1=CC=C(C=C1)N1CCNCC1